CSCC1=CC(=NC=C1)NC1=NC2=CC=CC=C2C=N1 N-(4-((methylthio)methyl)pyridin-2-yl)quinazolin-2-amine